2,4-dichloro-5-methyl-6H,7H,8H-cyclopenta[b]1,8-naphthyridine ClC=1C=C(C=2C(=C3C(=NC2N1)CCC3)C)Cl